NC=1C(=CC(=C(C(=O)OC)C1)C1CC1)NC(=O)OC(C)(C)C methyl 5-amino-4-(tert-butoxycarbonylamino)-2-cyclopropylbenzoate